N1(C=NC=C1)C=1N=CC2=C(N1)N=CS2 5-(1H-imidazol-1-yl)thiazolo[4,5-d]pyrimidine